bromo-2-ethoxyaniline BrNC1=C(C=CC=C1)OCC